NC1=NC=CC=C1C1=NC=2C(=NC(=CC2)C=2C=C(C=CC2)NC(C)=O)N1C1=CC=C(C=C1)CN1CCN(CC1)C1=NC=NC(=C1)C#N N-(3-(2-(2-Aminopyridin-3-yl)-3-(4-((4-(6-cyanopyrimidin-4-yl)piperazin-1-yl)methyl)phenyl)-3H-imidazo[4,5-b]pyridin-5-yl)phenyl)acetamide